(S)-8-(1-acryloylpiperidin-3-yl)-7-fluoro-1,2,3,4-tetrahydrocyclopenta[b]indole-5-carboxamide C(C=C)(=O)N1C[C@@H](CCC1)C1=C2C3=C(NC2=C(C=C1F)C(=O)N)CCC3